BrC1=C(C=C(C(=C1)F)F)C(F)F 1-bromo-2-(difluoromethyl)-4,5-difluorobenzene